6-(((3-(5-(3,5-difluorophenyl)-4,5-dihydro-1H-pyrazole-1-carbonyl)-bicyclo[1.1.1]pentan-1-yl)methyl)(methyl)amino)pyrimidine-4-carbonitrile FC=1C=C(C=C(C1)F)C1CC=NN1C(=O)C12CC(C1)(C2)CN(C2=CC(=NC=N2)C#N)C